(S)-4-(1-(5-(methylthiophen-2-yl)-1-(4-(trifluoromethyl)benzyl)-1H-1,2,3-triazole-5-carboxamido)ethyl)benzoic acid CC1=C(SC=C1)C1(C=NNN1CC1=CC=C(C=C1)C(F)(F)F)C(=O)N[C@@H](C)C1=CC=C(C(=O)O)C=C1